N-benzyl-butylamine C(C1=CC=CC=C1)NCCCC